[Fe].CC1=C(C(=CC=C1)C)N=C(CCCCC)C1=NC(=CC=C1)C(CCCCC)=NC1=C(C=CC=C1C)C [2,6-Bis(1-(2,6-dimethylphenylimino)hexyl)pyridine] iron